C1(=CC=CC=C1)C1=NN=C(S1)NC(CSC=1NC(C2=C(N1)N(N=C2)C2=CC=CC=C2)=O)=O N-(5-phenyl-1,3,4-thiadiazol-2-yl)-2-((4-oxo-1-phenyl-4,5-dihydro-1H-pyrazolo[3,4-d]pyrimidin-6-yl)thio)acetamid